[3-(undecylamido)phenyl]boronic acid C(CCCCCCCCCC)(=O)NC=1C=C(C=CC1)B(O)O